FC(C=1C(=C(C=CC1)[C@@H](C)NC1=C2C(=C(N=N1)C)N=CC(=C2)N2C[C@@H](CC2)F)F)F N-((R)-1-(3-(difluoromethyl)-2-fluorophenyl)ethyl)-3-((R)-3-fluoropyrrolidin-1-yl)-8-Methylpyrido[2,3-d]pyridazin-5-amine